FC=1C=C(C=CC1)NC1=NC(=NC(=C1)C=1C=NC=CC1)C1C(N(CCC1)C(C)=O)C 1-(3-(4-((3-fluorophenyl)amino)-6-(pyridin-3-yl)pyrimidin-2-yl)-2-methylpiperidin-1-yl)ethan-1-one